CN(CCOCCO)C 2-[2-(dimethylamino)ethoxy]-ethanol